NC1=C(SC2=NC(=C(C=C21)F)C)C(=O)NC2CC=1C=CC(=NC1CC2)N2CC(C(C2)OCC(C)(C)OC)N 3-amino-N-{2-[3-amino-4-(2-methoxy-2-methylpropoxy)pyrrolidin-1-yl]-5,6,7,8-tetrahydroquinolin-6-yl}-5-fluoro-6-methylthieno[2,3-b]pyridine-2-carboxamide